2-Amino-2-deoxy-glucose N[C@@H](C=O)[C@@H](O)[C@H](O)[C@H](O)CO